C(=O)O.N1C(NC(CC1)=O)=O dihydropyrimidine-2,4(1H,3H)-dione formate